5-(aminomethyl)-2-[3-(p-tolyl)phenyl]-1,4-oxazepan-3-one NCC1NC(C(OCC1)C1=CC(=CC=C1)C1=CC=C(C=C1)C)=O